C(#N)[C@@H](C)OC1=CC(=C(C=N1)OCC(C#N)(C)C)C1=CC=2N(C=C1)N=C(C2)NC2=NC(=NC(=C2)C)C (R)-3-[[6-(1-cyanoethoxy)-4-[2-[(2,6-dimethylpyrimidin-4-yl)amino]pyrazolo[1,5-a]pyridin-5-yl]-3-pyridyl]oxy]-2,2-dimethyl-propanenitrile